C(#N)[B-](C#N)(C#N)C#N.C[N+]1(CCCCC1)CCC N-methyl-N-propylpiperidinium tetracyanoborate